(((5-chloro-2-methoxypyridin-3-yl) methyl) amino) pyrazolo[1,5-a]pyrimidine-3-carboxylate N1=CC(=C2N1C=CC=N2)C(=O)ONCC=2C(=NC=C(C2)Cl)OC